BrC=1C(=C(C=CC1)C(C(=O)N(C)OC)C)F 2-(3-bromo-2-fluorophenyl)-N-methoxy-N-methylpropanamide